9-Bromo-N-(4-(chlorodifluoromethoxy)phenyl)-1,2,3,4-tetrahydrobenzo[4,5]imidazo[1,2-a]pyridine-7-carboxamide BrC1=CC(=CC=2N=C3N(CCCC3)C21)C(=O)NC2=CC=C(C=C2)OC(F)(F)Cl